2-(2-iodoethoxy)-2-methyl-propanenitrile ICCOC(C#N)(C)C